(4S,5R)-4-Hydroxy-5-((R)-5H-imidazo[5,1-a]isoindol-5-yl)-N-methyl-4,5,6,7-tetrahydrobenzo[d]thiazol-2-carboxamid O[C@H]1[C@H](CCC2=C1N=C(S2)C(=O)NC)[C@H]2N1C(C3=CC=CC=C23)=CN=C1